N(=[N+]=[N-])[Si](C)(C)C azidyltrimethylsilane